[Br-].C1C(CC12OCCO2)[Zn+] (5,8-dioxaspiro[3.4]oct-2-yl)zinc (II) bromide